C(C)(C)(C)NCC1CNC=2N(C1)N=C(C2C=2C=CC(N(N2)C2=C(C=CC=C2)C)=O)C2=CC(=CC=C2)C (+)-6-{6-[(tert-butylamino)methyl]-2-(3-methylphenyl)-4,5,6,7-tetrahydropyrazolo[1,5-a]pyrimidin-3-yl}-2-(2-methylphenyl)pyridazin-3(2H)-one